ClC1=CC=C(C(=N1)C(=O)NS(=O)(=O)C)N[C@H](C)C=1C=C(C=C2C(N(C(=NC12)C=1C=CC=2N(C1)N=C(N2)C)C)=O)C (R)-6-chloro-3-((1-(3,6-dimethyl-2-(2-methyl-[1,2,4]triazolo[1,5-a]pyridin-6-yl)-4-oxo-3,4-dihydroquinazolin-8-yl)ethyl)amino)-N-(methylsulfonyl)picolinamide